(S)-7-methyl-5,7-dihydrofuro[3,4-d]pyrimidine-2,4-diol C[C@@H]1OCC2=C1N=C(N=C2O)O